ethyl 4-chloro-1-methyl-1H-pyrazolo[3,4-b]pyridine-5-carboxylate ClC1=C2C(=NC=C1C(=O)OCC)N(N=C2)C